N1C(=NC=C1)C1=CC(=NC=N1)C1=NC(=CC(=C1)[C@H]1[C@@H](NCCO1)C)Cl trans-2-(2-(6-(1H-imidazol-2-yl)pyrimidin-4-yl)-6-chloropyridin-4-yl)-3-methylmorpholine